5-(((5-(5-(1-(2-Fluoro-[1,1'-biphenyl]-4-yl)ethyl)-1,2,4-oxadiazol-3-yl)-2-methylphenyl)amino)methyl)thiophene-2-carbonitrile FC1=C(C=CC(=C1)C(C)C1=NC(=NO1)C=1C=CC(=C(C1)NCC1=CC=C(S1)C#N)C)C1=CC=CC=C1